C[C@H]1N(CCNC1)C=1C2=C(N=CN1)C=CC=N2 4-[(2R)-2-methylpiperazin-1-yl]pyrido[3,2-d]pyrimidin